ClC=1C=C2[C@H](CNCC2=CC1)C (4R)-6-chloro-4-methyl-1,2,3,4-tetrahydroisoquinoline